COCC[O-] 2-methoxyethoxid